N=1C=NN2C1C=C(C=C2)C2=CNC1=NC(=CC=C12)NC(=O)C1CCN(CC1)C N-(3-([1,2,4]triazolo[1,5-a]pyridin-7-yl)-1H-pyrrolo[2,3-b]pyridin-6-yl)-1-methylpiperidine-4-carboxamide